ClC=1C=C(C=CC1)NCC=1N(C2=CC(=CC=C2C(C1)=O)C1=NC(=NC=C1F)N[C@H]1[C@@H](COCC1)O)C(C)C 2-(((3-chlorophenyl)amino)methyl)-7-(5-fluoro-2-(((3S,4R)-3-hydroxytetrahydro-2H-pyran-4-yl)amino)pyrimidin-4-yl)-1-isopropylquinolin-4(1H)-one